N1=CNC(C2=CC=CC=C12)=O (E)-4(3H)-quinazolone